6,7-difluoro-8-((2-fluoro-4-iodophenyl)amino)isoquinolin FC=1C=C2C=CN=CC2=C(C1F)NC1=C(C=C(C=C1)I)F